COC1=C(C=CC(=C1)OC)N1C(C=C(C2=C1N=C(N=C2)SC)C#C[Si](C(C)C)(C(C)C)C(C)C)=O 8-(2,4-dimethoxyphenyl)-2-(methylthio)-5-((triisopropylsilyl)ethynyl)pyrido[2,3-d]pyrimidin-7(8H)-one